(isopropyl)(methyl-d3)(benzofuropyridineyl)pyridine C(C)(C)C1=C(C(=NC=C1)C1=NC2=C(C=C1)OC1=C2C=CC=C1)C([2H])([2H])[2H]